FC=1C=C(C=NC1OC1=C(N=CS1)C)N1N=C2N(C1=O)C(CC2)C2=CC=CC=C2 (5-fluoro-6-((4-methylthiazol-5-yl)oxy)pyridin-3-yl)-5-phenyl-2,5,6,7-tetrahydro-3H-pyrrolo[2,1-c][1,2,4]triazol-3-one